methyl 4-[2-[(3-bromo-2-chloro-phenyl)carbamoyl]-4,5,6,7-tetrahydropyrazolo[1,5-a]pyridin-4-yl]cyclohexanecarboxylate BrC=1C(=C(C=CC1)NC(=O)C1=NN2C(C(CCC2)C2CCC(CC2)C(=O)OC)=C1)Cl